3-(3-chloropyridin-4-yl)-4-[4-(cyclopropanecarbonylamino)-2-pyrrolidin-1-ylbenzoyl]piperazine-1-carboxylic acid tert-butyl ester C(C)(C)(C)OC(=O)N1CC(N(CC1)C(C1=C(C=C(C=C1)NC(=O)C1CC1)N1CCCC1)=O)C1=C(C=NC=C1)Cl